2-(2-hydroxy-3'-tetradecyl-5'-methylphenyl)benzotriazole OC1=C(C=C(C=C1CCCCCCCCCCCCCC)C)N1N=C2C(=N1)C=CC=C2